ClC=1C(=C(C(=CC1N1C[C@]2(CC[C@@H]2N2CCCC2)CC1)F)S(=O)(=O)NC1=NC(=CC=C1)F)F 3-chloro-2,6-difluoro-N-(6-fluoropyridin-2-yl)-4-((1S,4S)-1-(pyrrolidin-1-yl)-6-azaspiro[3.4]octan-6-yl)benzenesulfonamide